ClC=1C=C(C=2N(N1)C=CN2)N2CC(C2)C2=CC=C(C=C2)F 6-chloro-8-(3-(4-fluorophenyl)azetidin-1-yl)imidazo[1,2-b]pyridazine